COC1=CC=C(C=N1)N=S1(CCN(CC1)C1=CC=C(C=N1)C=1C=2N(C=C(C1)C=1C=NN(C1)C)N=CC2C#N)=O 4-(6-(1-((6-methoxypyridin-3-yl)imino)-1-oxothiomorpholinyl)pyridin-3-yl)-6-(1-methyl-1H-pyrazole-4-yl)pyrazolo[1,5-a]pyridine-3-carbonitrile